ClC=1SC(=C(N1)Cl)C(Cl)(Cl)Cl 2,4-dichloro-5-(trichloromethyl)thiazole